C(CCC)N1C(NC(C(C1=O)=C1SCCCS1)=O)=O 3-butyl-5-(1,3-dithian-2-ylidene)-2,4,6-trioxotetrahydropyrimidin